(4-((3-carbamoyl-6-(2,6-difluorophenyl)pyridazin-4-yl)amino)phenyl)acetic acid C(N)(=O)C=1N=NC(=CC1NC1=CC=C(C=C1)CC(=O)O)C1=C(C=CC=C1F)F